FN(C(NC1=CC=CC=C1)=S)F difluorophenyl-thiourea